O=C1CCCCC2=C1C=CC=C2 5-Oxo-6,7,8,9-tetrahydro-5H-benzo[7]annulen